tert-butyl (10S)-4-((2-fluoro-4-((5-fluoropyridin-3-yl)oxy)-5-methylphenyl)amino)-7,8,10,11-tetrahydro-9H-6,10-methanopyrimido[4',5':5,6]pyrido[3,2-b][1,4,7]oxadiazonine-9-carboxylate FC1=C(C=C(C(=C1)OC=1C=NC=C(C1)F)C)NC1=NC=NC2=CC=3OC[C@H]4N(CCN(C3N=C21)C4)C(=O)OC(C)(C)C